O(CC)C1=C(SC=C1)C(=O)N ethoxyl-2-thiophenecarboxamide